O=C1C(OC2=CC=CC=C2C1)C(=O)O oxochromenyl-carboxylic acid